N[C@@H]1CN(CC1)CC1=CC=2C(=CN=C(C2C2=CC(=C(C#N)C=C2)F)C2=CC(=C(C(=C2)F)C)F)N1C (S)-4-(2-((3-aminopyrrolidin-1-yl)methyl)-5-(3,5-difluoro-4-methylphenyl)-1-methyl-1H-pyrrolo[2,3-c]pyridin-4-yl)-2-fluorobenzonitrile